N1(CCOCC1)C(=O)C=1C=C(OC2=C3CCC(C3=CC=C2[N+](=O)[O-])OP(=O)(N2CC2)N2CC2)C=CC1 Bis(aziridin-1-yl)phosphinic acid 4-[3-(morpholine-4-carbonyl) phenoxy]-5-nitro-2,3-dihydro-1H-inden-1-yl ester